(+-)-trans-N-[8-amino-6-(2,3-dimethylimidazol-4-yl)-3-isoquinolinyl]-2-cyano-cyclopropanecarboxamide NC=1C=C(C=C2C=C(N=CC12)NC(=O)[C@H]1[C@@H](C1)C#N)C=1N(C(=NC1)C)C |r|